[Al].[Li].[Na] SODIUM-LITHIUM-ALUMINIUM